(E)-2-(Phenylmethyleneamino)-2-butylhexanoic acid ethyl ester C(C)OC(C(CCCC)(CCCC)/N=C/C1=CC=CC=C1)=O